(Z)-2-cyano-3-(3,4-dihydroxy-5-nitrophenyl)-3-hydroxy-N-methyl-N-(2-oxo-2-(phenylamino)ethyl)acrylamide C(#N)/C(/C(=O)N(CC(NC1=CC=CC=C1)=O)C)=C(/O)\C1=CC(=C(C(=C1)[N+](=O)[O-])O)O